di(isononyl)cyclohexane-1,2-dicarboxylic acid C(CCCCCC(C)C)C1(C(CCCC1)(C(=O)O)CCCCCCC(C)C)C(=O)O